C(C=C)[C@@H]1C(C[C@H]2CN(C[C@H]21)C(=O)OC(C)(C)C)(O[Si](C)(C)C)C(Cl)(Cl)Cl tert-butyl (3aR,4S,6aR)-4-allyl-5-(trichloromethyl)-5-((trimethylsilyl)oxy)hexahydrocyclopenta[c]pyrrole-2(1H)-carboxylate